BrC1=C(C=C2C(=C(C(=NC2=C1F)SC)C(C)O)N[C@H]1[C@H]2CN([C@@H]1C2)C(=O)OC(C)(C)C)CCC#N tert-butyl (1R,4R,5S)-5-((7-bromo-6-(2-cyanoethyl)-8-fluoro-3-(1-hydroxyethyl)-2-(methylthio) quinolin-4-yl)amino)-2-azabicyclo[2.1.1]hexane-2-carboxylate